1-(3-fluoro-5-methoxypyridin-2-yl)-3-(oxetan-3-yl)-4-(4-(trifluoromethyl)benzyl)piperazine-2,5-dione FC=1C(=NC=C(C1)OC)N1C(C(N(C(C1)=O)CC1=CC=C(C=C1)C(F)(F)F)C1COC1)=O